CC(CN1N=CC=2C=NC(=CC21)C2=NN(C=C2C2CC21N(CCCC1)C(=O)N)C1OCCCC1)C 3-[1-(2-methylpropyl)pyrazolo[4,3-c]pyridin-6-yl]-1-(oxan-2-yl)pyrazol-4-yl-4-azaspiro[2.5]octane-4-carboxamide